Ethyl 2-(4-((ethylamino) methyl) phenyl)-2,2-difluoroacetate C(C)NCC1=CC=C(C=C1)C(C(=O)OCC)(F)F